ClC1=CC2=C(OCCN2CC(=O)NC(C#N)C=2C=NC=C(C2)Cl)C=C1 2-(6-chloro-2,3-dihydro-4H-benzo[b][1,4]oxazin-4-yl)-N-((5-chloropyridin-3-yl)(cyano)methyl)acetamide